FCCN1C(=NC=2C1=NC(=CC2)C=2C=CN1N=C(N=CC12)NC1CCC(CC1)N(C)C)C N1-(5-(3-(2-fluoroethyl)-2-methyl-3H-imidazo[4,5-b]pyridin-5-yl)pyrrolo[2,1-f][1,2,4]triazin-2-yl)-N4,N4-dimethylcyclohexane-1,4-diamine